3-(5-(3-(2-(2-(2-aminoethoxy)ethoxy)ethoxy)propyl)-3-methyl-2-oxo-2,3-dihydro-1H-benzo[d]imidazol-1-yl)piperidine-2,6-dione NCCOCCOCCOCCCC1=CC2=C(N(C(N2C)=O)C2C(NC(CC2)=O)=O)C=C1